2-phenyl-ethylamine C1(=CC=CC=C1)CCN